1-methyl-7-(4-(6-(trifluoromethyl)pyrido[3,2-d]pyrimidin-2-yl)phenyl)-6,7-dihydro-1H-pyrazolo[3,4-f][1,4]oxazepin-8(5H)-one CN1N=CC2=C1C(N(CCO2)C2=CC=C(C=C2)C=2N=CC1=C(N2)C=CC(=N1)C(F)(F)F)=O